2-((2,3-dihydrobenzo[b][1,4]dioxin-6-yl)carbamothioyl)hydrazine-1-carboxamide O1C2=C(OCC1)C=C(C=C2)NC(=S)NNC(=O)N